3-Pentyloctyl (20Z,23Z)-10-(2-(isopropyl(methyl)amino)ethyl)nonacosa-20,23-dienoate C(C)(C)N(CCC(CCCCCCCCC(=O)OCCC(CCCCC)CCCCC)CCCCCCCCC\C=C/C\C=C/CCCCC)C